(2S)-2-[1-(3-tert-butoxypropanoyl)-1,2,3,4-tetrahydroquinolin-6-yl]-N-(4-fluorophenyl)propanamide C(C)(C)(C)OCCC(=O)N1CCCC2=CC(=CC=C12)[C@@H](C(=O)NC1=CC=C(C=C1)F)C